1,10-dicyano-decane C(#N)CCCCCCCCCCC#N